4-[(2R)-3-(3,4-dihydro-1H-isoquinolin-2-yl)-2-hydroxy-propyl]-8-[(3-fluoro-1-methyl-4-piperidyl)oxy]-2,3-dihydro-1,4-benzoxazepine-5-one C1N(CCC2=CC=CC=C12)C[C@H](CN1CCOC2=C(C1=O)C=CC(=C2)OC2C(CN(CC2)C)F)O